(R)-2-amino-3-(3-fluoro-5-(5-propylisoxazol-4-yl)benzamido)propanoic acid N[C@@H](C(=O)O)CNC(C1=CC(=CC(=C1)C=1C=NOC1CCC)F)=O